[Si](C1=CC=CC=C1)(C1=CC=CC=C1)(C(C)(C)C)OC(C(CCCCC[C@@H](C=1NC=C(N1)C1=CC=C(C=C1)F)NC(=O)[C@@H]1CC12CCN(CC2)C)=O)C (1R)-N-((1S)-8-((tert-butyldiphenylsilyl)oxy)-1-(4-(4-fluorophenyl)-1H-imidazol-2-yl)-7-oxononyl)-6-methyl-6-azaspiro[2.5]octane-1-carboxamide